methyl 1-(4-(1-(2,6-difluorophenyl)azetidin-3-yl)-2,6-dimethyl-benzyl)piperidine-4-carboxylate FC1=C(C(=CC=C1)F)N1CC(C1)C1=CC(=C(CN2CCC(CC2)C(=O)OC)C(=C1)C)C